7-iodo-5,6-dimethoxybenzopyrrole IC1=C(C(=CC=2C=CNC21)OC)OC